FC(OC1=C(C=C(C=C1)SC)N1N=C(C=2C=NC(=CC21)C=2C=NN1C2N=CC=C1)C(=O)NCCCN(C)C)F 1-(2-(difluoromethoxy)-5-(methylthio)phenyl)-N-(3-(dimethylamino)propyl)-6-(pyrazolo[1,5-a]pyrimidin-3-yl)-1H-pyrazolo[4,3-c]pyridine-3-carboxamide